FC1=C(C=CC(=C1)F)N(C(=O)C=1C=CC=2N(C1)C(=CN2)C2=CC=C(C=C2)NC(OC)=O)C methyl N-[4-[6-[(2,4-difluorophenyl)-methyl-carbamoyl]imidazo[1,2-a]pyridin-3-yl]phenyl]carbamate